C1(=CC=CC=C1)/C(=C/C(=O)OCC)/[Sn](CCCC)(CCCC)CCCC Ethyl (Z)-3-phenyl-3-(tributylstannyl)acrylate